Benzyl ((S)-4-methyl-1-oxo-1-(((S)-1-oxo-3-((S)-2-oxopiperidin-3-yl)propan-2-yl)amino)pentan-2-yl)carbamate CC(C[C@@H](C(N[C@H](C=O)C[C@H]1C(NCCC1)=O)=O)NC(OCC1=CC=CC=C1)=O)C